4-(4-methoxyphenyl)methylene-2,6-di-tert-butyl-2,5-cyclohexadien-1-one COC1=CC=C(C=C1)C=C1C=C(C(C(=C1)C(C)(C)C)=O)C(C)(C)C